4-[4-[[1-cyclopropyl-3-(4-fluorophenyl)-2,4-dioxo-pyrimidine-5-carbonyl]amino]phenoxy]-N-(1-methyl-4-piperidyl)-1,7-naphthyridine-6-carboxamide C1(CC1)N1C(N(C(C(=C1)C(=O)NC1=CC=C(OC2=CC=NC3=CN=C(C=C23)C(=O)NC2CCN(CC2)C)C=C1)=O)C1=CC=C(C=C1)F)=O